1-(4-(perfluoroethyl)phenyl)cyclobutan-1-ol FC(C(F)(F)F)(C1=CC=C(C=C1)C1(CCC1)O)F